BrC=1C(=CC=2N(C1)C=C(N2)CCC(=O)OC)OCC methyl 3-(6-bromo-7-ethoxy-imidazo[1,2-a]pyridin-2-yl)propanoate